methyl-(4-chloro-6-fluoro-2',6'-dimethyl-[1,1'-biphenyl]-3-yl)methanol CC(O)C=1C=C(C(=CC1Cl)F)C1=C(C=CC=C1C)C